FC=1C=C(C(=NC1)OC)[C@@H]1N(CCC1)C1=NC=2N(C=C1)N=CC2N (R)-5-(2-(5-fluoro-2-methoxypyridin-3-yl)pyrrolidin-1-yl)pyrazolo[1,5-a]Pyrimidine-3-amine